6-((5-fluoro-4-(8-fluoro-4-isopropyl-3,4-dihydro-2H-benzo[b][1,4]oxazin-6-yl)pyrimidin-2-yl)amino)-3-(piperidin-4-yl)picolinonitrile hydrochloride salt Cl.FC=1C(=NC(=NC1)NC1=CC=C(C(=N1)C#N)C1CCNCC1)C1=CC2=C(OCCN2C(C)C)C(=C1)F